3,5-dichloro-4-(difluoromethyl)pyridine ClC=1C=NC=C(C1C(F)F)Cl